CC1=C(C=CC(=C1)N=NC1=C(C=CC=C1)C)NC(=O)C=1N(N=CC1)C Methyl-2H-pyrazole-3-carboxylic Acid (2-methyl-4-o-tolylazo-phenyl)-amide